2-(2-Methoxy-3-nitrophenyl)-2-methylpropionitrile COC1=C(C=CC=C1[N+](=O)[O-])C(C#N)(C)C